4-bromo-N-(4-bromo-3-chloro-phenyl)-2-fluoro-benzamide BrC1=CC(=C(C(=O)NC2=CC(=C(C=C2)Br)Cl)C=C1)F